C(#N)C(=CC1OCC(O1)C=C)C#N 2-dicyanovinyl-4-vinyl-1,3-dioxolane